N1CCC=2C1=NC=CC2N2CCN(CC2)C(=O)OCCCC butyl 4-(2,3-dihydro-1H-pyrrolo[2,3-b]pyridin-4-yl)piperazine-1-carboxylate